(3R,4R)-4-((6-chloro-5-fluoro-7-isopropylpyrrolo[2,1-f][1,2,4]triazin-2-yl)amino)-1-(methylsulfonyl)piperidin-3-ol ClC=1C(=C2C=NC(=NN2C1C(C)C)N[C@H]1[C@@H](CN(CC1)S(=O)(=O)C)O)F